(Z)-3-benzylidene-5-(6,7-dimethoxy-2-methylquinazolin-4-ylmethylamino)-1-methylindolin-2-one C(/C1=CC=CC=C1)=C\1/C(N(C2=CC=C(C=C12)NCC1=NC(=NC2=CC(=C(C=C12)OC)OC)C)C)=O